methyl (S)-7-methyl-3,7,8,9-tetrahydro-6H-imidazo[4,5-f]quinoline-6-carboxylate C[C@@H]1N(C2=CC=C3C(=C2CC1)N=CN3)C(=O)OC